2-Ethynyl-1,1-difluorocyclopropane C(#C)C1C(C1)(F)F